(-)-Phenylthionin C1(=CC=CC=C1)C=1SC=CC=CC=CC1